4-(1-methyl-2,4-dioxo-1,3-diaza-spiro[4.4]non-3-yl)-2-trifluoromethylbenzonitrile CN1C(N(C(C12CCCC2)=O)C2=CC(=C(C#N)C=C2)C(F)(F)F)=O